3-(2-[1-ethylpyrazolo[4,3-b]pyridin-6-yl]ethyl)-2,4-difluoroaniline C(C)N1N=CC2=NC=C(C=C21)CCC=2C(=C(N)C=CC2F)F